CN1N=CC(=N1)NC1=CC=CC(=C1)S(=O)(=O)C (2-methyl-2H-1,2,3-triazol-4-yl)-5-(methylsulfonyl)aniline